cyclobutylaminopurine C1(CCC1)NC1=NC=C2NC=NC2=N1